(6Z)-8-(trans-4-aminocyclohexyloxy)-6-(2-methoxyethoxyimino)spiro[benzo[h]quinazolin-5,1'-cyclopentane]-4-amine N[C@@H]1CC[C@H](CC1)OC=1C=CC2=C(\C(\C3(CCCC3)C=3C(=NC=NC23)N)=N/OCCOC)C1